C(C)C1(CCN(CC1)C1=CC=C(C=C1)B1OC(C(O1)(C)C)(C)C)C(=O)NC(C)C 4-ethyl-N-isopropyl-1-[4-(4,4,5,5-tetramethyl-1,3,2-dioxaborolan-2-yl)phenyl]piperidine-4-carboxamide